S1C=CC2=NC=C(C=C21)OC2=CC=C(C=C2)N2C(N(CC2=O)C=2C=NC=C(C2)C(F)(F)F)=O 3-[4-(thieno[3,2-b]pyridin-6-yloxy)phenyl]-1-[5-(trifluoromethyl)-3-pyridinyl]-2,4-imidazolidinedione